C\C=C\C#CC#CCC(C(CCCCO)O)O (2E)-tetradeca-2-ene-4,6-diyne-9,10,14-triol